lithium-thulium [Tm].[Li]